ClC=1C(=NC(=NC1)NC1=C(C=C(C(=C1)C)N1CCC(CC1)N1CCN(CC1)C)Cl)NC1=CC=C2CCN(C2=C1)C 5-chloro-N2-(2-chloro-5-methyl-4-(4-(4-methylpiperazin-1-yl)piperidin-1-yl)phenyl)-N4-(1-methylindolin-6-yl)pyrimidine-2,4-diamine